O1[C@H](CCC1)/C=C/C(=O)OCC ethyl (2E)-3-[(2R)-oxolan-2-yl]prop-2-enoate